BrC=1C=C(C=NC1)C1=CC=C(C=C1)N1CC2(CC2)CC1=O 5-(4-(5-bromopyridin-3-yl)phenyl)-5-azaspiro[2.4]Heptan-6-one